[O-]S(=O)(=O)C(F)(F)F.C(C1=CC=CC=C1)(=O)O[C@H]1C(O[C@@H]([C@H]([C@@H]1OC(C1=CC=CC=C1)=O)OC(C1=CC=CC=C1)=O)COC(C1=CC=CC=C1)=O)[P+](C)(C)C 2,3,4,6-tetra-O-benzoyl-D-glucosyltrimethyl-phosphonium triflate